S(=O)(=O)=C1C(N=CC=C1)=O sulfonyl-pyridone